O=C1N(CCC(N1)=O)C=1C(=CC(=C(C(=O)N(C)CCCCCNC(OC(C)(C)C)=O)C1)F)C tert-butyl (5-(5-(2,4-dioxotetrahydropyrimidin-1(2H)-yl)-2-fluoro-N,4-dimethylbenzamido)pentyl)carbamate